C1(CC1)C=1C(=NSC1C(=O)OCC)C=1C2=CN(N=C2C=CC1)C ethyl 4-cyclopropyl-3-(2-methylindazol-4-yl)-1,2-thiazole-5-carboxylate